4-((1-(3-amino-5-(trifluoromethyl)phenyl)ethyl)amino)-2-methylquinazoline NC=1C=C(C=C(C1)C(F)(F)F)C(C)NC1=NC(=NC2=CC=CC=C12)C